ClC=1C(=C(C(=NC1)NC=1C2=C(N=CN1)C=CC(=N2)N2[C@@H]1CN[C@H](C2)C1)F)C N-(5-chloro-3-fluoro-4-methyl-2-pyridyl)-6-[(1S,4S)-2,5-diazabicyclo[2.2.1]heptan-2-yl]pyrido[3,2-d]pyrimidin-4-amine